ClC=1C=C2C=C3N(C2=CC1)C1=C(C=N3)C=CC=N1 9-chloropyrido[3',2':5,6]pyrimido[1,2-a]indole